diethyl 4-(benzylamino)-1,3-dimethyl-5-oxopyrrolidine-2,2-dicarboxylate C(C1=CC=CC=C1)NC1C(C(N(C1=O)C)(C(=O)OCC)C(=O)OCC)C